1-(oxetan-3-yl)-4-((trimethylsilyl)ethynyl)-1H-pyrazole O1CC(C1)N1N=CC(=C1)C#C[Si](C)(C)C